COCCCOC=C(C)C1=CC(=CC=C1)C(=COCCC)C 1-(1-(3-methoxypropoxy)prop-1-en-2-yl)-3-(1-propoxyprop-1-en-2-yl)benzene